The molecule is an N-acyl-1-O-beta-D-glucosyl-4-hydroxy-15-methylhexadecasphinganine in which the acyl group has 19 carbons and 0 double bonds and is 2-hydroxylated. It derives from a 15-methylhexadecaphytosphingosine. CCCCCCCCCCCCCCCCCC(C(=O)N[C@@H](CO[C@H]1[C@@H]([C@H]([C@@H]([C@H](O1)CO)O)O)O)[C@@H]([C@@H](CCCCCCCCCCC(C)C)O)O)O